C(C)(C)(C)[Si](F)(C1=CC=C(C=C1)CO[Si](C)(C)C(C)(C)C)C(C)(C)C Di-tert-butyl(4-(((tert-butyldimethylsilyl)oxy)methyl)phenyl)-fluorosilane